[O].[Na] sodium oxygen